tert-butyl 3-(4-(((4S,7S)-4-(hydroxymethyl)-10,10,11,11-tetramethyl-3,6-dioxo-2,9-dioxa-5-aza-10-siladodecan-7-yl)carbamoyl)thiazol-2-yl)piperidine-1-carboxylate OC[C@@H](C(OC)=O)NC([C@H](CO[Si](C(C)(C)C)(C)C)NC(=O)C=1N=C(SC1)C1CN(CCC1)C(=O)OC(C)(C)C)=O